C(C)(=O)OC1CC1 cyclopropyl acetate